FC=1C(=C2C(=C(NC2=C(C1)C(=O)N)C)C)N1[C@@H]2[C@H](CC1)CNC2 (RS-cis)-5-fluoro-4-(hexahydropyrrolo[3,4-b]pyrrol-1(2H)-yl)-2,3-dimethyl-1H-indole-7-carboxamide